C(C)(=O)OC1=C(C(=O)OCC(=O)NCC)C=CC=C1 [2-(acetoxy)benzoyloxy]-N-ethyl-acetamide